2-(1-(ethoxycarbonyl)cyclobutyl)-2,6-dihydropyrrolo[3,4-c]pyrazole C(C)OC(=O)C1(CCC1)N1N=C2C(=C1)C=NC2